COC=1C=C(C=CC1OC)C1=C(C=2N=C(N=CC2N1)C1CCNCC1)C 6-(3,4-Dimethoxyphenyl)-7-methyl-2-(piperidin-4-yl)-5H-pyrrolo[3,2-d]pyrimidine